Br.C(CC)[NH3+] propyl-ammonium hydrobromide